propenyl-tri-n-propoxysilane C(=CC)[Si](OCCC)(OCCC)OCCC